methyl 4-[(7S)-1-oxa-8-azaspiro[4.5]dec-7-yl]benzoate O1CCCC12C[C@H](NCC2)C2=CC=C(C(=O)OC)C=C2